1-(4-methoxybenzoyl)-2H-benzo[d][1,3]Oxazine-2,4(1H)-dione COC1=CC=C(C(=O)N2C(OC(C3=C2C=CC=C3)=O)=O)C=C1